2-ethyl-4-hydroxypropyl-Cis-5-methyl-3(2H)-furanone C(C)C1OC(=C(C1=O)CCCO)C